tert-Butyl 3-((methylsulfonyl)oxy)azetidin-1-carboxylate CS(=O)(=O)OC1CN(C1)C(=O)OC(C)(C)C